9,9,10,10-tetrafluoro-9,10-dihydrophenanthrene FC1(C2=CC=CC=C2C=2C=CC=CC2C1(F)F)F